(R)-4-(2-propenoyl-1,2,3,4-tetrahydroisoquinolin-5-yl)-3-chloro-5,6-difluoro-2-methyl-1H-indole-7-carboxamide C(C=C)(=O)N1CC2=CC=CC(=C2CC1)C1=C2C(=C(NC2=C(C(=C1F)F)C(=O)N)C)Cl